C(#N)C1=CC=C(C(=O)NC2=CC=C(C=C2)C(=O)N[C@H](C(=O)NC2=CC=C(C(=O)NC3=C(C(=C(C(=O)NC4=CC=C(C(=O)O)C=C4)C=C3)O)OC(C)C)C=C2)[C@H](C)O)C=C1 4-(4-{4-[(2S,3s)-2-{[4-(4-Cyanobenzamido)phenyl]formamido}-3-hydroxybutanamido]benzamido}-2-hydroxy-3-(propan-2-yloxy)benzamido)benzoic acid